tert-butyl (2S,4R)-4-cyano-2-(((3R,5R)-1-isobutyryl-5-((4-((4-(morpholinomethyl)phenyl)ethynyl)benzyl)carbamoyl)pyrrolidin-3-yl)carbamoyl)pyrrolidine-1-carboxylate C(#N)[C@@H]1C[C@H](N(C1)C(=O)OC(C)(C)C)C(N[C@H]1CN([C@H](C1)C(NCC1=CC=C(C=C1)C#CC1=CC=C(C=C1)CN1CCOCC1)=O)C(C(C)C)=O)=O